COC(=O)C1=[N+](C=CC(=C1)C(F)(F)F)[O-] (methoxycarbonyl)-4-(trifluoromethyl)pyridine 1-oxide